Cl.C1(=CC=CC=C1)C(C(=O)N)C phenyl-propionamide hydrochloride